acetyl(2-(trifluoromethyl)benzyl)amino-7-[(dimethylamino)methyl]-6-hydroxy-1-benzothiophene-3-carboxylate C(C)(=O)C1=CC(=C(C2=C1C(=C(S2)NCC2=C(C=CC=C2)C(F)(F)F)C(=O)[O-])CN(C)C)O